C\C(=C/COC1=C(C=CC=C1)CO)\CC\C=C(\CCC=C(C)C)/C (2-{[(2E,6E)-3,7,11-trimethyldodeca-2,6,10-trien-1-yl]oxy}phenyl)methanol